C(C1=CC=CC=C1)OC(=O)N1C[C@H](CCC1)[C@@](CO)(C)O.C[C@@H](CCCCC=O)CC |&1:22| (+/-)-6-methyl-octanal benzyl-(3S)-3-[(2R)-1,2-dihydroxypropan-2-yl]piperidine-1-carboxylate